N-methyl-N-[1-(5-prop-1-ynyl-2-pyrimidin-2-yl-1,2,4-triazol-3-yl)ethyl]-3,5-bis(trifluoromethyl)benzamide CN(C(C1=CC(=CC(=C1)C(F)(F)F)C(F)(F)F)=O)C(C)C=1N(N=C(N1)C#CC)C1=NC=CC=N1